1-[(E)-2-(1,3-benzothiazol-2-yl)-2-cyanoethenyl]-3-[(2-hydroxy-1H-indol-3-yl)imino]thiourea S1C(=NC2=C1C=CC=C2)/C(=C/NC(=S)N=NC2=C(NC1=CC=CC=C21)O)/C#N